8-(1-acetyl-4-piperidyl)-4-[(2R)-3-(3,4-dihydro-1H-isoquinolin-2-yl)-2-hydroxy-propyl]-2,3-dihydro-1,4-benzoxazepin-5-one C(C)(=O)N1CCC(CC1)C1=CC2=C(C(N(CCO2)C[C@@H](CN2CC3=CC=CC=C3CC2)O)=O)C=C1